F[C@H]1[C@H](C1)C(=O)NC1=NC=C2C=C(C(N(C2=C1)C)=O)C=1C=NC(=CC1C)C(CCC)O (1R,2R)-2-fluoro-N-{3-[6-(1-hydroxybutyl)-4-methylpyridin-3-yl]-1-methyl-2-oxo-1,6-naphthyridin-7-yl}cyclopropane-1-carboxamide